(R)-3-(1-((7-methoxy-6-(2-methoxyethoxy)-2-methylquinazolin-4-yl)amino)ethyl)Benzenesulfonamide COC1=C(C=C2C(=NC(=NC2=C1)C)N[C@H](C)C=1C=C(C=CC1)S(=O)(=O)N)OCCOC